OC=1C=C2CC[C@@H]([C@@H](C2=CC1)C1=CC=C(C=C1)N1CCC(CC1)CN1CCC2(CCN(CC2)C=2C=C(C=CC2)C2C(NC(CC2)=O)=O)CC1)C1=CC=CC=C1 3-(3-(9-((1-(4-((1R,2S)-6-hydroxy-2-phenyl-1,2,3,4-tetrahydronaphthalen-1-yl)phenyl)piperidin-4-yl)methyl)-3,9-diazaspiro[5.5]undecan-3-yl)phenyl)piperidine-2,6-dione